C(C)(SCC1CN(CC(C1)C(F)(F)F)S(=O)(=O)N1CCOCC1)=O S-((1-(MORPHOLINOSULFONYL)-5-(TRIFLUOROMETHYL)PIPERIDIN-3-YL)METHYL) ETHANETHIOATE